C(C)OCCC 1-ethoxypropan